ClC1=C(COC=2C(=NC=C(C2)C2=CC=CC=C2)N)C=C(C=C1)Cl 3-(2,5-dichloro-benzyloxy)-5-phenyl-pyridin-2-ylamine